N-(1-(4-amino-6-(trifluoromethyl)pyridin-2-yl)ethyl)-7-methoxy-6-(2-methoxyethoxy)-2-methylquinazolin-4-amine NC1=CC(=NC(=C1)C(F)(F)F)C(C)NC1=NC(=NC2=CC(=C(C=C12)OCCOC)OC)C